11-bromoundecyl (Z)-3-pentyltridec-2-enoate C(CCCC)/C(=C/C(=O)OCCCCCCCCCCCBr)/CCCCCCCCCC